C(C1=CC=CC=C1)N(C=1C(=NC(=C(C1)F)CC1C(C1)(F)F)OC)CC1=CC=CC=C1 N,N-dibenzyl-6-[(2,2-difluorocyclopropyl)methyl]-5-fluoro-2-methoxy-pyridine-3-amine